Trans-1-{{4-{[(6-trifluoromethylquinolin-4-yl)amino]methyl}cyclohexyl}formyl}-4-phenylpiperazine FC(C=1C=C2C(=CC=NC2=CC1)NC[C@@H]1CC[C@H](CC1)C(=O)N1CCN(CC1)C1=CC=CC=C1)(F)F